chloro-1,2,3,4-tetrahydroisoquinolin-8-ol ClC1NCCC2=CC=CC(=C12)O